C(C)(=O)NCC#CC1=C(C(=O)OC)C=CC(=C1)NC(CCCN)=O methyl 2-(3-acetamidoprop-1-yn-1-yl)-4-(4-aminobutanamido)benzoate